CC1=NOC(=C1)CN1C(C2=CC=CC=C2C1)=O 2-[(3-methyl-1,2-oxazol-5-yl)methyl]-2,3-dihydro-1H-isoindol-1-one